[Si](C)(C)(C(C)(C)C)OCCN1N=C2C=C(C(=CC2=C1)NC(=O)C1=NC(=CC=C1)C(F)(F)F)C(=O)OC methyl 2-(2-{[tert-butyl(dimethyl)silyl]oxy}ethyl)-5-({[6-(trifluoromethyl)pyridin-2-yl]carbonyl}amino)-2H-indazole-6-carboxylate